CC=1SC(=C(C1C(=O)NC1CC2(CC(C2)C(=O)O)C1)CN1N=CC(=C1)C1=CC=CC=C1)C 6-(2,5-dimethyl-4-((4-phenyl-1H-pyrazol-1-yl)methyl)thiophene-3-carboxamido)spiro[3.3]heptane-2-carboxylic acid